NC1=C2C(=NC=N1)N(N=C2C2=NOC(=C2C2=NC=C(C=N2)C2CCN(CC2)C(=O)NCC(=O)O)C2CC2)C(C)(C)C 2-[[4-[2-[3-(4-amino-1-tert-butyl-pyrazolo[3,4-d]pyrimidin-3-yl)-5-cyclopropyl-isoxazol-4-yl]pyrimidin-5-yl]piperidine-1-carbonyl]amino]acetic acid